(R)-3-((3-fluoro-4-(piperazin-1-yl)phenyl)amino)piperidine-2,6-dione FC=1C=C(C=CC1N1CCNCC1)N[C@H]1C(NC(CC1)=O)=O